N1(CCCC1)C=1C=C(C=NC1)C=1N=NN(C1)CC=1N=C2N(C=C(C=C2)CNCC2=CC=C(C=C2)C(F)(F)F)C1 1-(2-((4-(5-(pyrrolidin-1-yl)pyridin-3-yl)-1H-1,2,3-triazol-1-yl)methyl)imidazo[1,2-a]pyridin-6-yl)-N-(4-(trifluoromethyl)benzyl)methylamine